N1=CC=C2N1CC(=CN2)C(=O)OCC ethyl 4,7-dihydropyrazolo[1,5-a]pyrimidine-6-carboxylate